nickel cobalt copper cadmium [Cd].[Cu].[Co].[Ni]